CN(CCCN(CC(=O)[C@H]1CC[C@]2(C3=CC([C@@H]4C[C@H]([C@H](C[C@@]4(C3CC[C@]12C)C)O)O)=O)O)C)C (2S,3R,5R,10R,13R,14S,17S)-17-[2-(3-dimethylaminopropyl(methyl)amino)acetyl]-2,3,14-trihydroxy-10,13-dimethyl-2,3,4,5,9,11,12,15,16,17-decahydro-1H-cyclopenta[a]phenanthren-6-one